Diethyl 4-cyclopropyl-1-[2-(3-fluoro-4-methoxyphenyl)-2-oxoethyl]-1H-pyrazole-3,5-dicarboxylate C1(CC1)C=1C(=NN(C1C(=O)OCC)CC(=O)C1=CC(=C(C=C1)OC)F)C(=O)OCC